C(C)(C)(C)OC(=O)N1C[C@H](CC1)NC1CCCC1 (S)-3-(cyclopentylamino)pyrrolidine-1-carboxylic acid tert-butyl ester